2-[(2S)-4-[9-(2-fluoro-6-hydroxy-phenyl)-2-[[(2S)-1-methylpyrrolidin-2-yl]methoxy]-5,6-dihydrobenzo[h]quinazolin-4-yl]piperazin-2-yl]acetonitrile FC1=C(C(=CC=C1)O)C1=CC2=C(CCC=3C(=NC(=NC23)OC[C@H]2N(CCC2)C)N2C[C@@H](NCC2)CC#N)C=C1